C(C=C)SCC(=O)C1=C(C=CC=C1)Br 2-allylsulfanyl-1-(2-bromophenyl)ethan-1-one